C(C=C)(=O)N1CCNCC1 propenoylpiperazine